BrC1=CC=C(C=C1)NC(N(C)OC)=O 3-(4-bromophenyl)-1-methoxy-1-methylurea